BrCCOC=1C=NN(C1)C(C(=O)N1[C@@H](C[C@H](C1)O)C(=O)N[C@@H](C)C1=CC=C(C=C1)C1=C(N=CS1)C)C(C)C (2S,4R)-1-[2-[4-(2-bromoethoxy)-1H-pyrazol-1-yl]-3-methylbutyryl]-4-hydroxy-N-[(1S)-1-[4-(4-methyl-1,3-thiazol-5-yl)phenyl]ethyl]pyrrolidine-2-carboxamide